(dimethylamino)bis(methoxyethyl)vinylsilane Tert-butyl-6-((1-methyl-1H-indazol-5-yl)oxy)-2-oxo-3,4-dihydroquinoline-1(2H)-carboxylate C(C)(C)(C)OC(=O)N1C(CCC2=CC(=CC=C12)OC=1C=C2C=NN(C2=CC1)C)=O.CN(C)[SiH2]C=C(CCOC)CCOC